C(C)(C)C1=CC(=CNC1=O)OC1=C(C=C(C=C1C)N1N=C(C(NC1=O)=O)C(=O)O)C 2-(4-((5-isopropyl-6-oxo-1,6-dihydropyridin-3-yl)oxy)-3,5-dimethylphenyl)-3,5-dioxo-2,3,4,5-tetrahydro-1,2,4-triazine-6-carboxylic acid